N1=CC=CC2=C3C(=CC=C12)C=C1C2=CC4=C(C=5C=CC=NC5C=C4)C=C2CCC1=C3 6,7-dihydrophenanthro[2,3-f:7,6-f']diquinoline